(2S,4r)-1-[(2S)-2-(4-cyclopropyl-triazol-1-yl)-3,3-dimethyl-butyryl]-4-hydroxy-N-[2-oxo-2-(5-quinolinylamino)ethyl]pyrrolidine-2-carboxamide C1(CC1)C=1N=NN(C1)[C@H](C(=O)N1[C@@H](C[C@H](C1)O)C(=O)NCC(NC1=C2C=CC=NC2=CC=C1)=O)C(C)(C)C